NC=1SC=C(N1)C=1N=NN(C1)[C@@H]1C[C@@H](SC2=CC(=C(C=C2)C#N)Cl)O[C@@H]([C@@H]1O)CO 3-Chloro-4-cyanophenyl 3-[4-(2-aminothiazol-4-yl)-1H-1,2,3-triazol-1-yl]-2,3-dideoxy-1-thio-α-D-galactopyranoside